FC1=C(N=CC=2N=CN=C(C21)NC2=CC(=C(C=C2)OC2=CC1=C(N(N=N1)C)C=C2)C)N2CCN(CC2)C(C=C)=O 1-(4-(5-fluoro-4-((3-methyl-4-((1-methyl-1H-benzo[d][1,2,3]triazol-5-yl)oxy)phenyl)amino)pyrido[3,4-d]pyrimidin-6-yl)piperazin-1-yl)prop-2-en-1-one